vanillyl-pelargonamide C(C1=CC(OC)=C(O)C=C1)C(C(=O)N)CCCCCCC